C(C)OC(=O)C1=C(N(C=C1C1=C(C=CC(=C1)Cl)CN1CC2=CC=CC(=C2CC1)OCC=C)C)C (5-chloro-2-{[5-(prop-2-en-1-yloxy)-3,4-dihydroisoquinolin-2(1H)-yl]methyl}phenyl)-1,2-dimethyl-1H-pyrrole-3-carboxylic acid ethyl ester